(E)-N-(4-(1-(4-(1-(4-((2-(2,6-dioxopiperidin-3-yl)-3-oxoisoindoline-4-yl)amino)butyl)piperidin-4-yl)benzoyl)piperidin-4-yl)butyl)-3-(pyridin-3-yl)acrylamide O=C1NC(CCC1N1CC2=CC=CC(=C2C1=O)NCCCCN1CCC(CC1)C1=CC=C(C(=O)N2CCC(CC2)CCCCNC(\C=C\C=2C=NC=CC2)=O)C=C1)=O